CC1([C@@H]2CC[C@@]([C@H]3CC[C@]([C@H]3[C@@H]21)(O)C)(O)C)C (1aR,4S,4aS,7R,7aS,7bR)-1,1,4,7-tetramethyl-1a,2,3,4a,5,6,7a,7b-octahydrocyclopropa[h]azulene-4,7-diol